1-aminobutan-1,2-dithiol NC(C(CC)S)S